5-(3-methoxyphenyl)-1-pentyl-1H-pyrrol COC=1C=C(C=CC1)C1=CC=CN1CCCCC